CC(CC=C)O 4-penten-2-ol